C1(CC1)C1=CC(=NN1CC1=CC=C(C=C1)OC)C(=O)C1=NC(=NC=C1)S(=O)(=O)C [5-Cyclopropyl-1-[(4-methoxyphenyl)methyl]pyrazol-3-yl]-(2-methylsulfonylpyrimidin-4-yl)methanone